6-Hydroxy-hexacosanoic acid OC(CCCCC(=O)O)CCCCCCCCCCCCCCCCCCCC